9-(7-chlorodibenzo[b,d]furan-4-yl-1,2,3,6,8,9-d6)-3-(phenyl-d5)-9H-carbazole-1,2,4,5,6,7,8-d7 ClC1=C(C2=C(C3=C(O2)C(=C(C(=C3[2H])[2H])[2H])N3C2=C(C(=C(C(=C2C2=C(C(=C(C(=C32)[2H])[2H])C3=C(C(=C(C(=C3[2H])[2H])[2H])[2H])[2H])[2H])[2H])[2H])[2H])[2H])C(=C1[2H])[2H])[2H]